trimethylsilyltriflate C[Si](C)(C)OS(=O)(=O)C(F)(F)F